NC=1C=C(C[S@](=O)(C)=NC(OC(C)(C)C)=O)C=C(C1)OCCCCNC1=C(C=CC(=C1)C1=NC(=NC=C1F)Cl)F |r| (rac)-tert-butyl {[3-amino-5-(4-{[5-(2-chloro-5-fluoropyrimidin-4-yl)-2-fluorophenyl]amino}butoxy)benzyl](methyl)oxido-λ6-sulfanylidene}carbamate